tertbutyl 6-[4-(4-fluoro-2-methoxy-phenyl)-3-methoxycarbonyl-6,7-dihydro-5H-cyclopenta[c]pyridin-1-yl]-3,4-dihydro-1H-isoquinoline-2-carboxylate FC1=CC(=C(C=C1)C=1C2=C(C(=NC1C(=O)OC)C=1C=C3CCN(CC3=CC1)C(=O)OC(C)(C)C)CCC2)OC